OC(C(=O)O)(C1=C(C=CC=C1)C)C1=CC=CC=C1 2-hydroxy-2-phenyl-2-(o-tolyl)acetic acid